(R)-9-Methylheptacosane C[C@H](CCCCCCCC)CCCCCCCCCCCCCCCCCC